((3S,4R)-4-fluoro-1-((R)-3,3,3-trifluoro-2-hydroxy-2-methylpropanoyl)pyrrolidin-3-yl)-7,8-dihydro-1,6-naphthyridin-5(6H)-one F[C@@H]1[C@@H](CN(C1)C([C@@](C(F)(F)F)(C)O)=O)C1=NC=2CCNC(C2C=C1)=O